racemic-tert-butyl N-amino-N-[(2-oxo-3-piperidyl)methyl]carbamate NN(C(OC(C)(C)C)=O)C[C@@H]1C(NCCC1)=O |r|